1-((((S)-2,3-dihydroxypropoxy)carbonyl)oxy)ethyl-(2R,3R,4S)-4-(benzo[d][1,3]dioxolan-5-yl)-1-[2-(dibutylamino)-2-oxoethyl]-2-(4-methoxyphenyl)pyrrolidine-3-Carboxylate O[C@H](COC(=O)OC(C)OC(=O)[C@H]1[C@@H](N(C[C@@H]1C1=CC2=C(OCO2)C=C1)CC(=O)N(CCCC)CCCC)C1=CC=C(C=C1)OC)CO